FC1=C(C=C(C=C1)C)C1=CC2=C(O[C@H](CN2S(=O)(=O)C2=CC(=CC=C2)C(F)(F)F)CCC(=O)O)C=C1 (S)-3-(6-(2-fluoro-5-methylphenyl)-4-((3-(trifluoromethyl)-phenyl)sulfonyl)-3,4-dihydro-2H-benzo[b][1,4]oxazin-2-yl)propanoic acid